C1=CC=CC=2C3=CC=CC=C3C(C12)COC(=O)N1C(OC[C@H]1C(=O)O)(C)C (4S)-3-(9H-fluoren-9-ylmethoxycarbonyl)-2,2-dimethyl-oxazolidine-4-carboxylic acid